O1C=NC=C1C(=O)NCC1=CC=C(C=C1)NC(OCC1=CC=C(C=C1)Cl)=O 4-chlorobenzyl (4-((oxazole-5-carboxamido)meth-yl)phenyl)carbamate